OOC(=O)O Dihydroxycarboxylic acid